NCC(C1=CC(=CC=C1)Cl)NC(=O)C1=CN(C=C1)C1=NC(=NC=C1C)NC1=C(C=C(C=C1)F)Cl N-(2-amino-1-(3-chlorophenyl)ethyl)-1-(2-((2-chloro-4-fluorophenyl)amino)-5-methyl-pyrimidin-4-yl)-1H-pyrrole-3-carboxamide